(R)-7-(4-amino-5-chloropyrimidin-2-yl)-3-(4-cyclopropyl-4-((6-oxo-5-(trifluoromethyl)-1,6-dihydropyridazin-4-yl)amino)butyl)-6-fluoroquinazolin-4(3H)-one NC1=NC(=NC=C1Cl)C1=C(C=C2C(N(C=NC2=C1)CCC[C@@H](NC=1C=NNC(C1C(F)(F)F)=O)C1CC1)=O)F